C(C)(C)(C)OOC(C(CCCC)CC)=O (2-Ethylhexanoyl) (tert-butyl) peroxide